C1(CC1)CC1=C(C(=NN1C=1SC=C(N1)C(=O)O)C1=CC(=C(C=C1)F)C=1C(=NOC1C)C)CC1=C(C=C(C=C1)S(N)(=O)=O)F 2-(5-(cyclopropylmethyl)-3-(3-(3,5-dimethylisoxazol-4-yl)-4-fluorophenyl)-4-(2-fluoro-4-sulfamoylbenzyl)-1H-pyrazol-1-yl)thiazole-4-carboxylic acid